C(C1=CC=CC=C1)OCC1=CC=C(C=C1)NC(=O)C=1C=C(C=CC1)C=1C=NC(=C(C(=O)OC)C1)C methyl 5-(3-((4-((benzyloxy)methyl)phenyl)carbamoyl)phenyl)-2-methylnicotinate